3-((4-(N-(tert-butyl)sulfamoyl)phenyl)amino)-3-oxopropanoic acid C(C)(C)(C)NS(=O)(=O)C1=CC=C(C=C1)NC(CC(=O)O)=O